O1C=CC=2C(=NC=CC21)C2=CC=C(C(=O)NC1CCN(CC1)C1=NC=CC(=N1)CO)C=C2 4-(furo[3,2-c]pyridin-4-yl)-N-{1-[4-(hydroxymethyl)pyrimidin-2-yl]piperidin-4-yl}benzamide